{3-[(1,3-benzothiazol-2-yl)amino]-4-methyl-5H,6H,7H,8H-pyrido[2,3-c]Pyridazin-8-yl}-1,3-thiazole-4-carboxylic acid ethyl ester C(C)OC(=O)C=1N=C(SC1)N1CCCC2=C1N=NC(=C2C)NC=2SC1=C(N2)C=CC=C1